CC1(OC2=CC(=C(C=C2CC1)O)C(C)(C)C)CC\C=C(\CC\C=C(\CCC=C(C)C)/C)/C 2-Methyl-7-(2-Methyl-2-propyl)-2-[(3E,7E)-4,8,12-trimethyl-3,7,11-tridecatrien-1-yl]6-chromanol